5-(5-Benzo[b]thiophen-3-yl-2-isopropyl-4-methoxy-phenoxy)-pyrimidine-2,4-diamine S1C2=C(C(=C1)C=1C(=CC(=C(OC=3C(=NC(=NC3)N)N)C1)C(C)C)OC)C=CC=C2